N1=CN=CC(=C1)CS pyrimidin-5-ylmethanethiol